ClC=1N=CC2=C(N1)C(=CS2)CC2=CC=C(C=C2)C=2N(C=C(N2)C(F)(F)F)C 2-chloro-7-(4-(1-methyl-4-(trifluoromethyl)-1H-imidazol-2-yl)benzyl)thieno[3,2-d]pyrimidine